1-[(3R,4S)-4-cyanotetrahydropyran-3-yl]-3-[(2-fluoro-6-methoxy-4-pyridinyl)amino]pyrazole-4-carboxylic acid C(#N)[C@@H]1[C@H](COCC1)N1N=C(C(=C1)C(=O)O)NC1=CC(=NC(=C1)OC)F